((3-methylenedecyloxy)methyl)benzene C=C(CCOCC1=CC=CC=C1)CCCCCCC